4-(3-methoxypropoxy)-2,2-dimethyl-11-oxo-7-phenyl-1,2,7,11-tetrahydrobenzofuro[4,5-e]pyrido[1,2-c][1,3]oxazine-10-carboxylic acid COCCCOC1=CC2=C(C=3N(C(O2)C2=CC=CC=C2)C=C(C(C3)=O)C(=O)O)C=3CC(OC31)(C)C